(2,4-difluoro-3-methylphenyl)methylamine FC1=C(C=CC(=C1C)F)CN